DL-alpha-aminoadipic acid N[C@@H](C(=O)O)CCCC(=O)O |r|